FCC1CN(C1)C(=O)C=1C=NN2C1NC=CC2=O 3-(3-(fluoromethyl)azetidine-1-carbonyl)pyrazolo[1,5-a]Pyrimidin-7(4H)-one